C(C)(C)(C)OC(=O)N1CC(C1)(O)C=1C=2N(C=C(C1)C1CC1)C=C(N2)CNC2=CC(=NC=C2)Br.OC2=CC=C(C=C2)C (4-hydroxyphenyl)-methane tert-butyl-3-(2-(((2-bromopyridin-4-yl)amino)methyl)-6-cyclopropylimidazo[1,2-a]pyridin-8-yl)-3-hydroxyazetidine-1-carboxylate